CN1CCCC1C2=C3C(=C(C(=C2O)OC)O)C(=O)C=C(O3)C4=CC=C(C=C4)O The molecule is a trihydroxyflavone that is flavone substituted by hydroxy groups at positions 5, 7 and 4', a methoxy group at position 6 and a 1-methylpyrrolidin-2-yl group at position 8. It has a role as a plant metabolite. It is a trihydroxyflavone, a monomethoxyflavone, a member of pyrrolidines and an alkaloid.